CC=1C=C(C=C(C1)C)C=1N=CC=C2C1SC1=C2C=CC=2C(=CC(=CC21)F)F 10-(3,5-dimethylphenyl)-2,4-difluoronaphtho[2',1':4,5]thieno[2,3-c]pyridine